N-chloroacetyl-N-(2,6-dichlorophenyl)aniline ClCC(=O)N(C1=CC=CC=C1)C1=C(C=CC=C1Cl)Cl